N2-[4-[(3-amino-3-methyl-azetidin-1-yl)methyl]phenyl]-N4-[2-(6-methyl-2-pyridyl)pyrimidin-4-yl]pyrimidine-2,4-diamine NC1(CN(C1)CC1=CC=C(C=C1)NC1=NC=CC(=N1)NC1=NC(=NC=C1)C1=NC(=CC=C1)C)C